(3-[(4-PROPYLPIPERAZIN-1-YL)METHYL]PHENYL)BORANEDIOL C(CC)N1CCN(CC1)CC=1C=C(C=CC1)B(O)O